tert-butyl (2-((4-cyanopyridin-3-yl) Oxy)ethyl)carbamate C(#N)C1=C(C=NC=C1)OCCNC(OC(C)(C)C)=O